C(C)(C)(C)OC(=O)N1[C@H](C[C@H](C1)F)C(=O)O (2R,4R)-1-(tert-butoxycarbonyl)-4-fluoropyrrolidine-2-carboxylic acid